7'-chloro-10,10-dimethyl-N,N-diphenyl-10H-spiro[anthracene-9,9'-fluorene]-2'-amine ClC1=CC=C2C=3C=CC(=CC3C3(C2=C1)C1=CC=CC=C1C(C=1C=CC=CC13)(C)C)N(C1=CC=CC=C1)C1=CC=CC=C1